benzyl (S)-4-(((S)-1-((2,3-dimethoxybenzyl)amino)-3-methoxy-1-oxopropan-2-yl)amino)-4-oxo-3-(3-phenylpropanamido)butanoate COC1=C(CNC([C@H](COC)NC([C@H](CC(=O)OCC2=CC=CC=C2)NC(CCC2=CC=CC=C2)=O)=O)=O)C=CC=C1OC